N-(2-amino-6-chloro-5-methyl-pyrimidin-4-yl)-2-(pyridin-2-yl)acetohydrazide NC1=NC(=C(C(=N1)N(N)C(CC1=NC=CC=C1)=O)C)Cl